FC=1C=C2C(=NC(=NC2=CC1)C)N1CC=2C=C(C=NC2CC1)C=1C=CC(=NC1)N(C)C 5-[6-(6-fluoro-2-methyl-quinazolin-4-yl)-7,8-dihydro-5H-1,6-naphthyridin-3-yl]-N,N-dimethyl-pyridin-2-amine